ClC1=C(C(=CC(=C1)F)F)NC=1N(C2=NC(=NC=C2N1)N[C@H]1[C@@H](COCC1)F)C1CCC(CC1)C(=O)N (1S,4s)-4-(8-(2-chloro-4,6-difluorophenylamino)-2-((3S,4R)-3-fluorotetrahydro-2H-pyran-4-ylamino)-9H-purin-9-yl)cyclohexanecarboxamide